1-ethyl-4-methylthiazole C(C)S1C=NC(=C1)C